5-methyl-2-(pyrimidin-2-yl)nicotinic acid methyl ester COC(C1=C(N=CC(=C1)C)C1=NC=CC=N1)=O